C(CCCCCCCCCCCCCCCCCCC)(=O)OC(CCCCCC)C 1-methylheptyl arachidate